(E) or (Z)-1-butyl-4-(ethoxyimino)-3-methyl-9-oxo-4,9-dihydro-1H-naphtho[2,3-d]imidazolium C(CCC)[NH+]1CN(C2=C1C(C1=CC=CC=C1C2=NOCC)=O)C